FC1=C(C(=C(C(=C1[2H])[2H])[2H])[2H])C1=CC(=CN1S(=O)(=O)C=1C=NC=CC1)C=NCO N-((5-(2-fluoro-3,4,5,6-tetradeuterophenyl)-1-(pyridine-3-ylsulfonyl)-1H-pyrrole-3-yl)methylene)hydroxymethylamine